(2Z)-3-{[2-(trimethylsilyl)ethoxy]Methyl}-2,3-dihydro-1,3-benzothiazol C[Si](CCOCN1CSC2=C1C=CC=C2)(C)C